ethoxymethyl-(1-ethoxymethyl)styrene C(C)OCC(=CC1=CC=CC=C1)COCC